C(C)(C)(C)OC(=O)N1CC(C(CC1)NCC=1C(=NC(=NC1)SC)NC)C1=CC=CC=C1 4-[[4-(methylamino)-2-methylsulfanyl-pyrimidin-5-yl]methylamino]-3-phenyl-piperidine-1-carboxylic acid tert-butyl ester